4,5-bis((Hex-5-yn-1-yloxy)methyl)-2-methylpyridin C(CCCC#C)OCC1=CC(=NC=C1COCCCCC#C)C